FC(OC1=NC(=CC=C1NC(=O)C1(CN(C1)CC1=CC=CO1)C1=C(C=CC=C1)C(C)C)C)F 5-((3-((2-(Difluoromethoxy)-6-methylpyridin-3-yl)carbamoyl)-3-(2-isopropylphenyl)azetidin-1-yl)methyl)furan